(1s,2'S,4R)-4-[(3-chlorophenyl)methyl]-2'-[(2R)-2-methyl-3-{[(5S)-5-methyl-5,6,7,8-tetrahydroquinolin-4-yl]oxy}propyl]-2',3'-dihydrospiro[cyclohexane-1,1'-indene]-4-carboxylic acid ClC=1C=C(C=CC1)CC1(CCC2([C@H](CC3=CC=CC=C23)C[C@H](COC2=CC=NC=3CCC[C@@H](C23)C)C)CC1)C(=O)O